OCCC=1C(=C(C(=O)O)C=CC1C(=O)O)CCCO.C(C1=CC=C(C(=O)OCCCO)C=C1)(=O)OCCO hydroxyethyl hydroxypropyl terephthalate (hydroxyethyl hydroxypropyl terephthalate)